(E)-3-(4-bromophenyl)-1-(4-hydroxyphenyl)prop-2-en-1-one BrC1=CC=C(C=C1)/C=C/C(=O)C1=CC=C(C=C1)O